4-methoxy-2-(trifluoromethyl)benzoyl-hydrazine methyl-1-{[(4,5-dibromo-2-thienyl)carbonyl]amino}cyclopropanecarboxylate COC(=O)C1(CC1)NC(=O)C=1SC(=C(C1)Br)Br.COC1=CC(=C(C(=O)NN)C=C1)C(F)(F)F